FC1=CC=C(C=C1)CNC(=O)C=1C(C(=C2N(C[C@H]3N([C@@H](CCN3C(C)C)C)C2=O)C1)OCC1=CC=CC=C1)=O (4R,12aR)-N-[(4-fluorophenyl)methyl]-4-methyl-1-(1-methylethyl)-6,8-dioxo-7-[(phenyl-methyl)oxy]-1,2,3,4,6,8,12,12a-octahydropyrido[1',2':4,5]pyrazino[1,2-a]pyrimidine-9-carboxamide